(±)-(trans)-3-aminocyclopentan-1-ol N[C@@H]1C[C@H](CC1)O |r|